octyl-[1,1'-biphenyl]-4-carbaldehyde C(CCCCCCC)C1=C(C=CC(=C1)C=O)C1=CC=CC=C1